BrC=1C=CC(=NC1C(=O)OC(C)(C)C)N1CC2=C(C=C(C=C2CC1)N(C)CCN(C)C(=O)OC(C)(C)C)C(=O)OC methyl 2-(5-bromo-6-(tert-butoxycarbonyl) pyridin-2-yl)-6-((2-((tert-butoxycarbonyl)(methyl)amino)ethyl)(methyl)amino)-1,2,3,4-tetrahydroisoquinoline-8-carboxylate